FC1=C(C=CC=C1)CN(C(C(=O)OCC(F)(F)F)=O)CC1=NC=C(C=C1)C(F)(F)F 2,2,2-trifluoroethyl 2-[(2-fluorophenyl)methyl-[[5-(trifluoromethyl)-2-pyridyl]methyl]amino]-2-oxo-acetate